C(#N)C1=C2C[C@@H](CNC2=CC=C1)[C@@H](C1=CC=CC=C1)NC[C@@H](C)C1=CC=C(C=C1)[C@H](C(=O)O)C |o1:21,29| (R or S)-2-(4-((S or R)-1-(((S)-((S)-5-cyano-1,2,3,4-tetrahydroquinolin-3-yl)(phenyl)methyl)amino)propan-2-yl)phenyl)propanoic acid